diethyltetrabromophthalimide C(C)C12C(C(=O)NC1=O)(C(=C(C(=C2Br)Br)Br)Br)CC